tert-butyl N-[(3R)-5-[(4-chlorophenyl)methyl]-7-[5-(5,5-difluoro-3-piperidyl)-1,3,4-oxadiazol-2-yl]-8-methyl-1,1,4-trioxo-2,3-dihydro-1λ6,5-benzothiazepin-3-yl]carbamate ClC1=CC=C(C=C1)CN1C([C@H](CS(C2=C1C=C(C(=C2)C)C=2OC(=NN2)C2CNCC(C2)(F)F)(=O)=O)NC(OC(C)(C)C)=O)=O